C(C)NC(NC1=CC=C(C=C1)C=1C2=C(N=CN1)NC=C2)=O 4-(4-(3-ethylureido)phenyl)-7H-pyrrolo[2,3-d]pyrimidin